methyl 1-(4-chloro-6-methylpyrimidin-5-yl)cyclopropane-1-carboxylate ClC1=NC=NC(=C1C1(CC1)C(=O)OC)C